(3-(Methylsulfonyl)phenyl)isoindoline tert-Butyl-2-cyano-6,7-dihydro-4H-pyrazolo[1,5-a]pyrazine-5-carboxylate C(C)(C)(C)OC(=O)N1CC=2N(CC1)N=C(C2)C#N.CS(=O)(=O)C=2C=C(C=CC2)C2NCC1=CC=CC=C21